S(=O)(=O)(C1=CC=C(C)C=C1)OCC\C=C/CC (Z)-hex-3-en-1-ol tosylate